COC(C(CCBr)OC1=C(C=C(C(=C1)N1C(N(C(=CC1=O)C(F)(F)F)C)=O)F)Cl)=O Methyl-4-bromo-2-{2-chloro-4-fluoro-5-[3-methyl-2,6-dioxo-4-(trifluoromethyl)-3,6-dihydropyrimidin-1(2H)-yl]phenoxy}butanoat